C(C)O[C@H]1CC[C@@H](OC1)CC1=C(NC2=CC(=CC=C12)F)C trans-3-((5-ethoxytetrahydro-2H-pyran-2-yl)methyl)-6-fluoro-2-methyl-1H-indole